C(C)(C)(C)OC(=O)N1CCN(CC1)C=1C(C2=C(N(C1CC)CC(=O)O)OC(=N2)C2=CC(=NC=C2)OC)=O 2-(6-(4-(tert-butoxycarbonyl)piperazin-1-yl)-5-ethyl-2-(2-methoxypyridin-4-yl)-7-oxooxazolo[5,4-b]pyridin-4(7H)-yl)acetic acid